1-(5-(1-methyl-1H-benzo[d][1,2,3]triazol-6-yl)pyrrolo[2,1-f][1,2,4]triazin-2-yl)cyclohexane-1,4-diamine CN1N=NC2=C1C=C(C=C2)C=2C=CN1N=C(N=CC12)C1(CCC(CC1)N)N